Cbz-N'-nitro-L-arginine C(=O)(OCC1=CC=CC=C1)N[C@@H](CCCN(C(N)=N)[N+](=O)[O-])C(=O)O